C(#N)C=1C=NN2C1C=CC(=C2)N2CCCC2 3-cyano-6-(pyrrolidin-1-yl)pyrazolo[1,5-a]pyridine